FC1(CCN(CC12CCCC2)C(=O)N2[C@@H](C[C@@H](CC2)NC(OC(C)(C)C)=O)C2=CC=CC=C2)CN2C=NC(=CC2=O)C2=CC=CC=C2 tert-Butyl ((2S,4R)-1-(10-fluoro-10-((6-oxo-4-phenylpyrimidin-1(6H)-yl)methyl)-7-azaspiro[4.5]decane-7-carbonyl)-2-phenylpiperidin-4-yl)carbamate